O=C(C(=O)OCC)N1[C@@H](CC[C@H](C1)C)C=1C=CC2=CN(N=C2C1)C1CCN(CC1)C ethyl 2-oxo-2-[(2S,5R)-5-methyl-2-[2-(1-methyl-4-piperidyl) indazol-6-yl]-1-piperidyl]acetate